N-(tert-butyl)-2-butyl-7-(1-methylpiperidin-4-yl)-1-((tetrahydro-2H-pyran-4-yl)methyl)-1H-imidazo[4,5-d]thieno[3,2-b]pyridine-4-amine C(C)(C)(C)NC1=C2C(=C3C(=N1)C=C(S3)C3CCN(CC3)C)N(C(=N2)CCCC)CC2CCOCC2